4-methoxy-5-nitro-1H-pyrrolo[2,3-b]pyridine COC1=C2C(=NC=C1[N+](=O)[O-])NC=C2